2-(3,4-dihydroxyphenyl)-5-hydroxy-7-methoxychroman-4-one OC=1C=C(C=CC1O)C1OC2=CC(=CC(=C2C(C1)=O)O)OC